C(#N)C=1SC=CC1C1=CN(C2=CC=CC=C12)C(=O)OC(C)(C)C tert-Butyl 3-(2-cyanothiophen-3-yl)-1H-indole-1-carboxylate